C(C)(C)(C)OC(=O)N1CC(CC1)CO.C(=C)C1CC1 Vinyl-Cyclopropane tert-butyl-3-(hydroxymethyl)pyrrolidine-1-carboxylate